methyl 1-[6-(4,4-difluoropiperidin-1-yl)-5-fluoropyridin-3-yl]-1,2,3-triazole-4-carboxylate FC1(CCN(CC1)C1=C(C=C(C=N1)N1N=NC(=C1)C(=O)OC)F)F